S1C=CC2=C1C=C(C=C2)CC(C)NCC [1-(1-benzothiophen-6-yl)propan-2-yl](ethyl)amine